8-(5-((6-chloro-5-(1-methyl-1H-indol-5-yl)-1H-benzo[d]imidazol-2-yl)oxy)-2-methylbenzamido)octanoic acid ClC=1C(=CC2=C(NC(=N2)OC=2C=CC(=C(C(=O)NCCCCCCCC(=O)O)C2)C)C1)C=1C=C2C=CN(C2=CC1)C